CC1=CC(=NO1)C(=O)O 5-Methyl-1,2-oxazole-3-carboxylic acid